NC1=C(C(N(C2=CC(=CC=C12)I)C1=CC=CC=C1)=O)C(=O)O 4-amino-7-iodo-2-oxo-1-phenyl-1,2-dihydroquinoline-3-carboxylic acid